1-(4-(aminomethyl)-1-oxo-1,2-dihydro-phthalazin-6-yl)-6,7-dihydro-5H-benzo[b]pyrazolo[5,1-d][1,5]thiazocine-12-carbonitrile NCC1=NNC(C2=CC=C(C=C12)C=1C=NN2C1C1=C(SCCC2)C=CC=C1C#N)=O